2-fluoro-3-oxo-8-azabicyclo[3.2.1]octane-8-carboxylic acid tert-butyl ester C(C)(C)(C)OC(=O)N1C2C(C(CC1CC2)=O)F